(R)-2-(1-(4-(1H-pyrazol-4-yl)thiophen-2-yl)cyclopropyl)-6-(2-(3-chlorophenyl)-2-hydroxyacetyl)-5,6,7,8-tetrahydropyrido[4,3-d]pyrimidin-4(3H)-one N1N=CC(=C1)C=1C=C(SC1)C1(CC1)C=1NC(C2=C(N1)CCN(C2)C([C@H](O)C2=CC(=CC=C2)Cl)=O)=O